C1(=CC=CC=C1)C(=C)N1C(C2=CC=CC=C2C1=O)=O 2-(1-Phenylvinyl)isoindoline-1,3-dione